P(=O)(OCN1C(C=CC(=C1C)N1CN(C2=CC=C(C=C2C1=O)Cl)C1=C(C=C(C=C1)F)C)=O)(O)O (5-(6-chloro-1-(4-fluoro-2-methylphenyl)-4-oxo-1,4-dihydroquinazolin-3(2H)-yl)-6-methyl-2-oxopyridin-1(2H)-yl)methyl dihydrogen phosphate